CC1N(CCN(C1)CC1=CC=CC2=CC=CC=C12)C1=CC=CC=C1 2-methyl-4-(naphthalen-1-ylmethyl)-1-phenylpiperazine